ClC=1C=C(C=CC1)N(C1(CCC2(C(=CC3=CC=C(C=C23)C2OCCCO2)C[C@H](CO)C)CC1)C(=O)OC)C(C(F)(F)F)=O methyl (1r,4R)-4-[(3-chlorophenyl)(trifluoroacetyl)amino]-6'-(1,3-dioxan-2-yl)-2'-[(2R)-3-hydroxy-2-methylpropyl]spiro[cyclohexane-1,1'-indene]-4-carboxylate